N1N=CC(=C1)C=1C=C(CNC(=O)C=2N=C(SC2)C#C)C=CC1 N-(3-(1H-pyrazol-4-yl)benzyl)-2-ethynyl-thiazole-4-carboxamide